4-{2-chloro-6-[1-(methylsulfanyl)cyclopropyl]-4-pyrimidinyl}-3-methylmorpholine ClC1=NC(=CC(=N1)N1C(COCC1)C)C1(CC1)SC